(1-Methyl-1H-1,2,4-triazol-3-yl)methyl (1-((2-chloropyridin-4-yl)carbamoyl)-2-methyl-2,4,5,6-tetrahydrocyclopenta[c]pyrrol-4-yl)carbamate ClC1=NC=CC(=C1)NC(=O)C=1N(C=C2C1CCC2NC(OCC2=NN(C=N2)C)=O)C